6-(2-pyridyldithio)-1-hexanol N1=C(C=CC=C1)SSCCCCCCO